4-(tert-butyl)-2-(2-fluorodibenzo[b,d]furan-4-yl)pyridine C(C)(C)(C)C1=CC(=NC=C1)C1=CC(=CC2=C1OC1=C2C=CC=C1)F